C(C)C1=CC=C(C=C1)S(=O)(=O)C=1C=NC2=CC=C(C=C2C1N1CCC(CC1)C(=O)[O-])OC(F)(F)F 1-(3-((4-ethylphenyl)sulfonyl)-6-(trifluoromethoxy)quinolin-4-yl)piperidine-4-carboxylate